OCCC(=O)OC1C(C2CCC3(C4CCC5(C(C4CCC3C2(CC1)C)C(CC5)C(=COC(CN5N=CC=C5)=O)C)C)C)(C)C 1-(1-(2-(1H-pyrazol-1-yl)acetoxy)prop-1-en-2-yl)-3a,5b,8,8,11a-pentamethylicosahydro-1H-cyclopenta[a]chrysen-9-yl 3-hydroxypropanoate